2-((6-((3-fluorobenzyl)amino)-9H-purin-9-yl)methyl)tetrahydrofuran-3,4-diol FC=1C=C(CNC2=C3N=CN(C3=NC=N2)CC2OCC(C2O)O)C=CC1